(4S)-N-((S)-(3-chloro-2,4-difluorophenyl)(2-(difluoromethoxy)pyrimidin-5-yl)methyl)-2-oxoimidazolidine-4-carboxamide ClC=1C(=C(C=CC1F)[C@@H](NC(=O)[C@H]1NC(NC1)=O)C=1C=NC(=NC1)OC(F)F)F